N,N'-ethylenebis(iodoacetamide) C(CNC(CI)=O)NC(CI)=O